2-(2,5-dichloro-3-nitrophenyl)-2,2-difluoroacetic acid ClC1=C(C=C(C=C1[N+](=O)[O-])Cl)C(C(=O)O)(F)F